6-(1,1-dioxothian-4-yl)-7-methoxy-2-methyl-N-[(1R)-1-[5-[2-(methylaminomethyl)phenyl]-2-thienyl]ethyl]quinazolin-4-amine O=S1(CCC(CC1)C=1C=C2C(=NC(=NC2=CC1OC)C)N[C@H](C)C=1SC(=CC1)C1=C(C=CC=C1)CNC)=O